ClC1=CC=C(C(=N1)C(=O)O)N[C@H](C)C1=CC(=CN2C1=NC(=C(C2=O)C#N)N2[C@@H](CN(CC2)C2=CC=C(C=C2)F)C)C 6-chloro-3-(((R)-1-(3-cyano-2-((R)-4-(4-fluorophenyl)-2-methylpiperazin-1-yl)-7-methyl-4-oxo-4H-pyrido[1,2-a]pyrimidin-9-yl)ethyl)amino)picolinic acid